2-((3-((5-hydroxyhexyl)oxy)-4-(4-methylpiperazin-1-yl)phenyl)amino)-5-((triisopropylsilyl)ethynyl)pyrido[2,3-d]pyrimidin-7(8H)-one OC(CCCCOC=1C=C(C=CC1N1CCN(CC1)C)NC=1N=CC2=C(N1)NC(C=C2C#C[Si](C(C)C)(C(C)C)C(C)C)=O)C